2-(2-(3-(Methylsulfonyl)-4-((1-(methylsulfonyl)piperidin-4-yl)methoxy)-benzyl)isoindolin-5-yl)oxazole CS(=O)(=O)C=1C=C(CN2CC3=CC=C(C=C3C2)C=2OC=CN2)C=CC1OCC1CCN(CC1)S(=O)(=O)C